FC(C(=O)O)(F)F.N(=[N+]=[N-])C1C(CNC1)(F)F 4-azido-3,3-difluoropyrrolidine 2,2,2-trifluoroacetate